2-(4-aminophenyl)-hexafluoro-2-propanol NC1=CC=C(C=C1)C(C(F)(F)F)(C(F)(F)F)O